(R or S)-1-(2-(4-cyclopropyl-2-(hydroxymethyl)phenyl)-2,3,4,5,5a,6,8,9-octahydro-7H-1,2,5,7-tetraazabenzo[cd]azulen-7-yl)prop-2-en-1-one C1(CC1)C1=CC(=C(C=C1)N1N=C2CCN(C[C@H]3C2=C1CCN3)C(C=C)=O)CO |o1:16|